ClC1(CC1)[C@@H](CN1N=CN=C1)CC[C@H]1C(C1)(Cl)Cl (2R)-2-(1-Chlorocyclopropyl)-4-[(1R)-2,2-dichlorocyclopropyl]-1-(1H-1,2,4-triazol-1-yl)butan